ClC1=C(\C=C/2\C(=C(C3=CC(=CC=C23)F)CC(=O)O)C)C=CC(=C1)OC1=CC=C(C=C1)F (Z)-2-(1-(2-chloro-4-(4-fluorophenoxy)benzylidene)-5-fluoro-2-methyl-1H-inden-3-yl)acetic acid